ClC1=CC2=C(C=N1)C(N(C2)C)=O 6-chloro-2-methyl-1,2-dihydro-3H-pyrrolo[3,4-c]pyridin-3-one